CN1C=C(C=C(C1=O)C)C=1NC2=CC=C(C=C2C1C(C)C)O[C@@H]1CN(CCC1)CC(=O)N(C)C (S)-2-(3-((2-(1,5-dimethyl-6-oxo-1,6-dihydropyridin-3-yl)-3-isopropyl-1H-indol-5-yl)oxy)piperidin-1-yl)-N,N-dimethylacetamide